ClC1=C(C=C(CC2(CN(C3=NC(=CC=C32)C(=O)N3C(CN(CC3)C3=CC=C(C=N3)CC(=O)O)(C)C)CC(C)C)C)C=C1)F 2-(6-(4-(3-(4-chloro-3-fluorobenzyl)-1-isobutyl-3-methyl-2,3-dihydro-1H-pyrrolo[2,3-b]pyridine-6-carbonyl)-3,3-dimethylpiperazin-1-yl)pyridin-3-yl)acetic acid